OC1(CS(C1)=O)C#CC1=CC2=C(OC[C@@H](C(N2C)=O)NC(=O)C2=NC=CC(=C2)OC2=CC=CC=C2)C=C1 (S)-N-(7-((3-hydroxy-1-oxothietan-3-yl)ethynyl)-5-methyl-4-oxo-2,3,4,5-tetrahydrobenzo[b][1,4]oxazepin-3-yl)-4-phenoxypyridineamide